C1(CC1)C=1C2=C(C(N(C1)C1=NC(=CC(=C1)C1=C(C=C(C=C1)C(F)(F)F)C=1N(C=CN1)C)C1CC1)=O)NC(=C2)CN2C[C@H](CCC2)C 4-Cyclopropyl-6-[6-cyclopropyl-4-[2-(1-methylimidazol-2-yl)-4-(trifluoromethyl)phenyl]pyridin-2-yl]-2-[[(3S)-3-methylpiperidin-1-yl]methyl]-1H-pyrrolo[2,3-c]pyridin-7-one